F[C@@H]1CN(CC[C@H]1OC=1C=C2C(=NC=NC2=CC1OC)NC1=C(C=CC(=C1)C=1OC=CC1)OC)C(C=C)=O 1-(trans-3-fluoro-4-((4-((5-(furan-2-yl)-2-methoxyphenyl)amino)-7-methoxy-quinazolin-6-yl)oxy)piperidin-1-yl)prop-2-en-1-one